ethyl 2-(4-hydroxyphenyl)-4-methylthiazole-5-carboxylate OC1=CC=C(C=C1)C=1SC(=C(N1)C)C(=O)OCC